[Si].[As] arsenic-silicon